C(C)(C)(C)OC(=O)N1CC2N(C3=C(OC2)C=C(C(=C3)C(N)=O)[N+](=O)[O-])CC1 9-carbamoyl-8-nitro-1,2,4a,5-tetrahydrobenzo[b]pyrazino[1,2-d][1,4]oxazine-3(4H)-carboxylic acid tert-butyl ester